C(CCC)OCCOCCOC=C(C)C1=CC=C(C=C1)\C(=C/OCCOCCOCCCC)\C (Z)-1,4-bis(1-(2-(2-butoxyethoxy)ethoxy)prop-1-en-2-yl)benzene